CC(C1=CC[C@H]2[C@@H]3CCC4=CC(CC[C@]4(C)[C@H]3CC[C@]12C)=O)=O pregnene-4-ene-3,20-dione